C(C)[C@@]1(CC[C@@]2([C@H]3CC[C@@]4([C@H](CC[C@H]4[C@@H]3CC[C@H]2C1)[C@H](C)CC[C@H](C(C)C)O)CC)C)O (3S,5S,8R,9S,10S,13R,14S,17R)-3,13-diethyl-17-((2R,5R)-5-hydroxy-6-methylheptan-2-yl)-10-methylhexadecahydro-1H-cyclopenta[a]phenanthren-3-ol